7-formyl-3,3-dimethyl-N-(5-((1s,3s)-3-methyl-1-(4-methyl-4H-1,2,4-triazol-3-yl)cyclobutyl)pyridin-3-yl)-2,3-dihydrofuro[3,2-b]pyridine-5-carboxamide C(=O)C1=C2C(=NC(=C1)C(=O)NC=1C=NC=C(C1)C1(CC(C1)C)C1=NN=CN1C)C(CO2)(C)C